(S)-1-((R)-4-((S)-4-Acryloyl-3-(cyanomethyl)piperazin-1-yl)-7-(3,4-dihydroquinolin-1(2H)-yl)-5,6,7,8-tetrahydroquinazolin-2-yl)-N,N-dimethylpyrrolidine-2-carboxamide C(C=C)(=O)N1[C@H](CN(CC1)C1=NC(=NC=2C[C@@H](CCC12)N1CCCC2=CC=CC=C12)N1[C@@H](CCC1)C(=O)N(C)C)CC#N